CN(CCNC=1C=C2C=C(C(N(C2=CC1)C)=O)C(=O)NC1=NC=CC=C1)C 6-[2-(Dimethylamino)ethylamino]-1-methyl-2-oxo-N-(2-pyridyl)quinoline-3-carboxamide